N(=C=O)[Si](C)(C)C isocyanatotrimethylsilane